C(C(C)C)B(O)O ISOBUTYLBORONIC ACID